(S)-N-(4-((7-cyano-1-methyl-2-((4-(1-methylpyrrolidin-2-yl)-3-(trifluoromethyl)phenyl)amino)-1H-imidazo[4,5-b]pyridin-6-yl)oxy)pyridin-2-yl)acetamide C(#N)C1=C2C(=NC=C1OC1=CC(=NC=C1)NC(C)=O)N=C(N2C)NC2=CC(=C(C=C2)[C@H]2N(CCC2)C)C(F)(F)F